1-methylcyclobutan-1-aminium chloride [Cl-].CC1(CCC1)[NH3+]